rac-N-{(1R,6S)-2,2-difluoro-6-[4-(propan-2-yl)piperazin-1-yl]cyclohexyl}-4-methyl-4-phenylpiperidine-1-carboxamide FC1([C@@H]([C@H](CCC1)N1CCN(CC1)C(C)C)NC(=O)N1CCC(CC1)(C1=CC=CC=C1)C)F |r|